C1(CCCCC1)NP(=O)(C(C1=C(C=C(C=C1C)C)C)=O)C(C1=C(C=C(C=C1C)C)C)=O bis(2,4,6-trimethylbenzoyl)phosphinic acid N-cyclohexylamide